(4-(bromomethyl)-3-methylphenyl)(methyl)sulfane BrCC1=C(C=C(C=C1)SC)C